([1,1'-biphenyl]-2-ylmethylene)-1-(4-amino-1,2,5-oxadiazol-3-yl)-1H-1,2,3-triazole-4-carbohydrazide C1(=C(C=CC=C1)C=NNC(=O)C=1N=NN(C1)C1=NON=C1N)C1=CC=CC=C1